1-(3-(4-Chlorophenyl)-1,2,4-oxadiazol-5-yl)-N-(((R)-1-(((S)-1-methylpiperidin-3-yl)methyl)pyrrolidin-3-yl)methyl)piperidin-4-carboxamid ClC1=CC=C(C=C1)C1=NOC(=N1)N1CCC(CC1)C(=O)NC[C@@H]1CN(CC1)C[C@@H]1CN(CCC1)C